C1=CC(=C(C=C1S(=O)(=O)C2=CC(=C(C=C2)O)N)N)O 3,3-diamino-4,4-dihydroxydiphenyl sulfone